2,6-Difluoropyrazine FC1=NC(=CN=C1)F